FC(C=1C(=C(C=CC1)C(C)NC=1C2=C(N=C(N1)C)NC(C(=C2)C(=O)O)=O)F)F 4-(1-(3-(difluoromethyl)-2-fluorophenyl)ethylamino)-2-methyl-7-oxo-7,8-dihydropyrido[2,3-d]pyrimidine-6-carboxylic acid